OC1=CC=C2C3=C(C(OC2=C1)=O)C=C(C=C3)C31CC(C3)(C1)CO 3-hydroxy-8-(3-(hydroxymethyl)bicyclo[1.1.1]pent-1-yl)-6H-benzo[c]chromen-6-one